COC(=O)C1=CC2=C(N=C(N2CCOC)CC2=CC(=C(C=C2)C2=NC(=CC=C2)OCC2=C(C=C(C=C2)C#N)F)C)C=C1 2-{[4-[6-[(4-cyano-2-fluoro-phenyl)methoxy]-2-pyridyl]-3-methyl-phenyl]Methyl}-3-(2-methoxyethyl)benzimidazole-5-carboxylic acid methyl ester